Copper N,N-di-n-butyldithiocarbamate C(CCC)N(C([S-])=S)CCCC.[Cu+2].C(CCC)N(C([S-])=S)CCCC